Cl.FC(OC1=C(C#N)C=C(C=C1)C1=NC(=NO1)C1=C2CC[C@@H](C2=CC=C1)NCCO)F 2-(difluoromethoxy)-5-(3-((1S)-1-((2-hydroxyethyl)amino)-2,3-dihydro-1H-inden-4-yl)-1,2,4-oxadiazol-5-yl)benzonitrile hydrochloride